O=C1S\C(\C(N1)=O)=C/C1=CC=C(OC2CCN(CC2)C(=O)NC2=CC(=C(C=C2)OC(F)(F)F)F)C=C1 (Z)-4-{4-[(2,4-dioxothiazolidin-5-ylidene)methyl]phenoxy}-N-[3-fluoro-4-(trifluoromethoxy)phenyl]piperidine-1-carboxamide